3,5-bis(1,1-dimethylethyl)-4-hydroxybenzenepropanoic acid, octadecyl ester CC(C)(C)C=1C=C(C=C(C1O)C(C)(C)C)CCC(=O)OCCCCCCCCCCCCCCCCCC